4-{6-[2-fluoro-1-(fluoromethyl)ethoxy]-3-[3-methoxy-4-(2-methylpropoxy)benzyl]-2,4-dioxo-3,4-dihydroquinazolin-1(2H)-yl}piperidine-1-carbaldehyde FCC(OC=1C=C2C(N(C(N(C2=CC1)C1CCN(CC1)C=O)=O)CC1=CC(=C(C=C1)OCC(C)C)OC)=O)CF